2-allyloxyaniline tert-Butyl-(R)-pyrrolidine-3-carboxylate C(C)(C)(C)OC(=O)[C@H]1CNCC1.C(C=C)OC1=C(N)C=CC=C1